2-(1-(3-dimethylaminopropyl)-1H-pyrazol-4-yl)-1H-pyrrole CN(CCCN1N=CC(=C1)C=1NC=CC1)C